3,7-diamino-2,6-dichloro-4,8-dimercapto-1,5-naphthyridine NC=1C(=NC2=C(C(=C(N=C2C1S)Cl)N)S)Cl